9,10-bis-(2-naphthalenyl)-2-t-butyl-anthracene C1=C(C=CC2=CC=CC=C12)C=1C2=CC=CC=C2C(=C2C=CC(=CC12)C(C)(C)C)C1=CC2=CC=CC=C2C=C1